C(CCC)N1C(C2=CN=CC=C2C(=C1)C1=CC=C(CN2CCC(CC2)OC2CCN(CC2)C(=O)C=2C=CC(=C(C2)N2C(NC(CC2)=O)=O)OC)C=C1)=O 1-(5-(4-((1-(4-(2-butyl-1-oxo-1,2-dihydro-2,7-naphthyridin-4-yl)benzyl)piperidin-4-yl)oxy)piperidine-1-carbonyl)-2-meth-oxyphenyl)dihydro-pyrimidine-2,4(1H,3H)-dione